2-(4-((4-Chloro-5-((3-(2,3-dihydrobenzo[b][1,4]dioxin-6-yl)-2-methylbenzyl)oxy)-2-formylphenoxy)methyl)-1H-pyrazol-1-yl)acetonitrile ClC1=CC(=C(OCC=2C=NN(C2)CC#N)C=C1OCC1=C(C(=CC=C1)C1=CC2=C(OCCO2)C=C1)C)C=O